ClC1=CC(=NC=C1C(=O)NC1=NC=CC=N1)Cl 4,6-Dichloro-N-(pyrimidin-2-yl)nicotinamide